C(C)(=O)OC1C(OCC1)N1C2=NC(=NC(=C2N(C1=O)CCC)Cl)N 2-(2-amino-6-chloro-8-oxo-7-propyl-7,8-dihydro-9H-purin-9-yl)tetrahydrofuran-3-yl acetate